4-((4-(7-(2-(2,6-dioxopiperidin-3-yl)-1,3-dioxoisoindolin-4-yl)heptanoyl)piperazin-1-yl)methyl)-N-(4-methyl-3-((4-(pyridin-3-yl)pyrimidin-2-yl)amino)phenyl)benzamide O=C1NC(CCC1N1C(C2=CC=CC(=C2C1=O)CCCCCCC(=O)N1CCN(CC1)CC1=CC=C(C(=O)NC2=CC(=C(C=C2)C)NC2=NC=CC(=N2)C=2C=NC=CC2)C=C1)=O)=O